C(C)OC=1C=2N(C=C(N1)C(=O)NC1=C(C(=CC=C1)C)F)C=C(N2)C21COC(C2)(C1)C 8-Ethoxy-N-(2-fluoro-3-methylphenyl)-2-(1-methyl-2-oxabicyclo[2.1.1]hexan-4-yl)imidazo[1,2-a]pyrazine-6-carboxamide